C(C1=CC=CC=C1)NC(C[N+](C)(C)CC(=O)NC1=C(SC=C1C)C(NC(C)(C)C)=O)=O 2-(benzylamino)-N-(2-((2-(tert-butylcarbamoyl)-4-methylthiophen-3-yl)amino)-2-oxoethyl)-N,N-dimethyl-2-oxoethan-1-aminium